6-(1-(3-chloropyridin-2-yl)-3-(3,3-difluoroazetidin-1-yl)-1H-pyrazole-5-carboxamido)-N-cyclopropyl-5-methylpyrazolo[1,5-a]pyridine-7-carboxamide ClC=1C(=NC=CC1)N1N=C(C=C1C(=O)NC=1C(=CC=2N(C1C(=O)NC1CC1)N=CC2)C)N2CC(C2)(F)F